N-{4-[1-(pyridine-3-sulfonyl)piperidin-4-yl]butyl}-1H-pyrrolo[3,2-c]pyridine-2-carboxamide N1=CC(=CC=C1)S(=O)(=O)N1CCC(CC1)CCCCNC(=O)C1=CC=2C=NC=CC2N1